5-ethyl-methyl-6-fluoronaphthalene-2-ol C(C)C1=C2C=CC(=C(C2=CC=C1F)C)O